C1(CC1)C([C@@H](C(=O)NC1=C(C=C(C=C1)[C@@H](C(NCC(C(F)(F)F)(F)F)=O)C)F)NC(=O)C1=CC=NN1C(C)C)C1CC1 N-((S)-1,1-dicyclopropyl-3-((2-fluoro-4-((S)-1-oxo-1-((2,2,3,3,3-pentafluoropropyl)amino)propan-2-yl)phenyl)amino)-3-oxopropan-2-yl)-1-isopropyl-1H-pyrazole-5-carboxamide